3-allylphenyl-chlorosilane 3,11-dioxo-1-phenyl-2-oxa-4,10,12-triazapentadecane-9,13,15-tricarboxylate O=C(OCC1=CC=CC=C1)NCCCCC(NC(NC(CCC(=O)O)C(=O)O)=O)C(=O)O.C(C=C)C=1C=C(C=CC1)[SiH2]Cl